(Z)-N'-((5-(difluoromethyl)-1-methyl-1H-pyrazole-3-carbonyl)oxy)-1-(2,5-difluorophenyl)cyclopropane-1-carboximidamide FC(C1=CC(=NN1C)C(=O)O\N=C(/N)\C1(CC1)C1=C(C=CC(=C1)F)F)F